C(#N)C(NC(=O)[C@@H]1[C@H]2C([C@H]2CN1C([C@H](C(C)(C)C)NC(C(F)(F)F)=O)=O)(C)C)C1=CN=CC2=CC=NC=C12 (1R,2S,5S)-N-[cyano(2,6-naphthyridin-4-yl)methyl]-3-[(2S)-3,3-dimethyl-2-[(2,2,2-trifluoroacetyl)amino]butanoyl]-6,6-dimethyl-3-azabicyclo[3.1.0]hexane-2-carboxamide